ICC1CCCC=2N1N=CC2 7-(iodomethyl)-4,5,6,7-tetrahydropyrazolo[1,5-a]pyridine